C(CCCCOCCCCCN)N 6-oxa-undecan-1,11-diamin